C(CCCCCCCCCCCCC)N.P(OC(C)(C)C)(OC(C)(C)C)(O)=S di-tert-butyl phosphorothioate tetradecylamine salt